3-[3-(trifluoromethyl)pyrazol-1-yl]benzoic acid FC(C1=NN(C=C1)C=1C=C(C(=O)O)C=CC1)(F)F